C(C)OC(=O)C=1SC(=C(N1)C1=CC=C(C=C1)O)C 4-(4-hydroxyphenyl)-5-methylthiazole-2-carboxylic acid ethyl ester